C1=CC2=C(C(=O)C=CC2=O)C(=C1)O Juglon